CC=1C(=NC=CC1)P(C1=CC=CC=C1)C1=C(C=CC=C1)C=CC1=CC=C(C=C1)C (3-methylpyridin-2-yl)(2-(4-methylstyryl)phenyl)(phenyl)phosphine